FC1=C(C(=CC=C1F)F)C1(N=C(C(=N1)C1=CC(=CC=C1)OC)C1=CC(=CC=C1)OC)C1(N=C(C(=N1)C1=CC(=CC=C1)OC)C1=CC(=CC=C1)OC)C1=C(C(=CC=C1F)F)F bis(2,3,6-trifluorophenyl)-4,4',5,5'-tetrakis(3-methoxyphenyl)-biimidazole